(2R,3S,4S,5R)-N-(7-Aminopyrazolo[1,5-c]pyrimidin-3-yl)-3-(3,4-difluoro-2-methoxyphenyl)-4,5-dimethyl-5-(trifluoromethyl)tetrahydrofuran-2-carboxamide NC1=NC=CC=2N1N=CC2NC(=O)[C@@H]2O[C@]([C@H]([C@H]2C2=C(C(=C(C=C2)F)F)OC)C)(C(F)(F)F)C